C12(CC1)OC1=C(C=CC=C1CC2)C#N spiro[chroman-2,1'-cyclopropane]-8-carbonitrile